3,5-difluoroaniline hydrochloride Cl.FC=1C=C(N)C=C(C1)F